OC=1C=C2OC=3C=C4C(=CC3C(C2=C(C1)OC)=O)OCO4 7-hydroxy-9-methoxy-10H-[1,3]dioxolo[4,5-b]xanthen-10-one